O=S1(C2=C(OCCN1C1=CC=C(C=C1)C(F)(F)F)C=CC(=C2)NC(=O)C2=C(N=CS2)C)=O N-(1,1-dioxido-2-(4-(trifluoromethyl)phenyl)-3,4-dihydro-2H-benzo[b][1,4,5]oxathiazepin-8-yl)-4-methylthiazole-5-carboxamide